The molecule is an N-acyl-L-alpha-amino acid anion resulting from the deprotonation of the carboxy group of N-oleoyl-L-phenylalanine. The major species at pH 7.3. It is a N-acyl-L-alpha-amino acid anion, a N-(fatty acyl)-L-alpha-amino acid anion and a N-(fatty acyl)-L-phenylalanine(1-). It is a conjugate base of a N-oleoyl-L-phenylalanine. CCCCCCCC/C=C\\CCCCCCCC(=O)N[C@@H](CC1=CC=CC=C1)C(=O)[O-]